C(C)N1C(C=CC(=C1)B1OC(C(O1)(C)C)(C)C)=O 1-ethyl-5-(4,4,5,5-tetramethyl-1,3,2-dioxaborolan-2-yl)pyridin-2(1H)-one